(E)-N-(4-(1-(6-(4-(3-(2-((2-(2,6-dioxopiperidin-3-yl)-1,3-dioxoisoindolin-4-yl)thio)ethoxy)propanoyl)piperazin-1-yl)nicotinoyl)piperidin-4-yl)butyl)-3-(pyridin-3-yl)acrylamide O=C1NC(CCC1N1C(C2=CC=CC(=C2C1=O)SCCOCCC(=O)N1CCN(CC1)C1=NC=C(C(=O)N2CCC(CC2)CCCCNC(\C=C\C=2C=NC=CC2)=O)C=C1)=O)=O